COC=1C=C2C=CC(=NC2=CC1)/C=C/C=C/C=1C=CC(=NC1)N(C)C 5-((1E,3E)-4-(6-methoxyquinolin-2-yl)buta-1,3-dien-1-yl)-N,N-dimethylpyridin-2-amine